C(#N)C=1C=C2C(=CC=NC2=CC1)NCCC=1C=C2C=CC(=CC2=CC1)C(=O)N1CCN(CC1)C([C@H](CCCCCCCCC)NC(CCCNC=1C=C2C(N(C(C2=CC1)=O)C1C(NC(CC1)=O)=O)=O)=O)=O N-[l-1-[4-[6-[2-[(6-cyano-4-quinolyl)amino]ethyl]naphthalene-2-carbonyl]piperazin-1-yl]-l-1-oxo-undecyl]-4-[[2-(2,6-dioxo-3-piperidyl)-1,3-dioxo-isoindolin-5-yl]amino]butanamide